CC(CCCNCCCCCCCCN)C N-(4-methylpentyl)octane-1,8-diamine